2,4,6-triazidopyrimidine-5-carbonitrile N(=[N+]=[N-])C1=NC(=C(C(=N1)N=[N+]=[N-])C#N)N=[N+]=[N-]